BrC1=CC=C(NC2=CC=C(C=C2)C2=CC3=CC=CC=C3C=C2)C=C1 4-bromo-N-(4-(naphthalen-2-yl)phenyl)aniline